C(C1CO1)OCCCC(C)O[Si](OCC)(OCC)OCC glycidoxypropyl-Tetraethoxysilane